dodecafluoroheptanoyl peroxide FC(C(C(C(C(C(=O)OOC(C(C(C(C(C(C(F)(F)F)F)(F)F)(F)F)(F)F)(F)F)=O)(F)F)(F)F)(F)F)(F)F)C(F)(F)F